(6-chloro-4-(methoxycarbonyl)pyridin-2-yl)boronic acid ClC1=CC(=CC(=N1)B(O)O)C(=O)OC